C(C)(=O)C1=NN(C2=CC=C(C=C12)C1=NC2=C(N1)C=CC=C2)CC(=O)N2[C@@H](C[C@H](C2)F)C(=O)NC2=NC(=CC=C2)Br (2S,4R)-1-(2-(3-acetyl-5-(1H-benzo[d]imidazol-2-yl)-1H-indazol-1-yl)acetyl)-N-(6-bromopyridin-2-yl)-4-fluoropyrrolidine-2-carboxamide